FC1=CC=C(C=C1)C1N(N=C2C3=C(CCC12)C=CC(=C3)C)C(C)=O 1-[3-(4-Fluorophenyl)-8-methyl-3,3a,4,5-tetrahydrobenzo[g]indazol-2-yl]ethanone